C(C)(C)(C)OC(=O)N1CC(CCC1)OC=1SC(=NN1)NC(C1=C(C=NC=C1)C1=C(C=CC=C1)OC)=O.COC1=C(C=CC=C1)NN o-methoxyphenylhydrazine tert-butyl-3-((5-(3-(2-methoxyphenyl)isonicotinamido)-1,3,4-thiadiazol-2-yl)oxy)piperidine-1-carboxylate